(1-(4-chloro-3-fluorophenyl)-5-(chloromethyl)-1H-1,2,4-triazol-3-yl)methanol ClC1=C(C=C(C=C1)N1N=C(N=C1CCl)CO)F